ethyl (R)-3-methyl-6-(2-((5-methyl-2-(6-(trifluoromethyl)pyridin-3-yl)-1H-imidazol-1-yl)methyl)phenoxy)hexanoate C[C@@H](CC(=O)OCC)CCCOC1=C(C=CC=C1)CN1C(=NC=C1C)C=1C=NC(=CC1)C(F)(F)F